N1C[C@@H](CC1)C1=NC=NC=C1 (R)-4-(pyrrolidin-3-yl)pyrimidine